trans-2-chloro-5-(2-(4-fluoro-3-methoxyphenyl)cyclopropyl)-4-isopropylpyrimidine ClC1=NC=C(C(=N1)C(C)C)[C@H]1[C@@H](C1)C1=CC(=C(C=C1)F)OC